5-[2-(difluoromethyl)-4-[[(2R)-1-methylazetidin-2-yl]methoxy]pyrazol-3-yl]-N-(6-methylpyridazin-3-yl)pyrazolo[1,5-a]pyridin-2-amine FC(N1N=CC(=C1C1=CC=2N(C=C1)N=C(C2)NC=2N=NC(=CC2)C)OC[C@@H]2N(CC2)C)F